C(#N)C=1C(=C(C=O)C=CC1)C 3-CYANO-2-METHYLBENZALDEHYDE